5-azido-3-fluoro-2-(4-methoxyphenylmethoxy)benzaldehyde N(=[N+]=[N-])C=1C=C(C(=C(C=O)C1)OCC1=CC=C(C=C1)OC)F